C1(CC1)C1=NC=C(C=N1)C=1C=C(C=CC1)N(C(=O)C1CCC(CC1)(F)F)CC12CCC(CC1)(CC2)C2=NOC(=N2)C2CC(C2)(C(F)(F)F)O N-(3-(2-cyclopropylpyrimidin-5-yl)phenyl)-4,4-difluoro-N-((4-(5-(3-hydroxy-3-(trifluoromethyl)cyclobutyl)-1,2,4-oxadiazol-3-yl)bicyclo[2.2.2]octan-1-yl)methyl)cyclohexane-1-carboxamide